[Cu+].[N+](=O)([O-])C=1N=NN[NH+]1 5-nitrotetrazolium copper (I)